[Na].SC1=C(C(=NN=N1)S)S trimercaptotriazine sodium salt